FC1=C(C=CC(=C1)[N+](=O)[O-])N1C(=NC(=C1)C1=NC(=NC=C1C(F)(F)F)NC1CCN(CC1)S(=O)(=O)C)C 4-(1-(2-fluoro-4-nitrophenyl)-2-methyl-1H-imidazol-4-yl)-N-(1-(methylsulfonyl)piperidin-4-yl)-5-(trifluoromethyl)pyrimidin-2-amine